ClC(=CC#N)C1=CC(=C(C=C1)F)F 3-chloro-3-(3,4-difluorophenyl)-acrylonitrile